hydroxymethyl-methylenediurea OCN(C(=O)N)CNC(=O)N